(1R,4R,5S)-5-(2-((R)-1-acetylpyrrolidin-2-yl)-7-bromo-6-fluoro-8-methyl-4-(methylsulfanyl)-1H-pyrrolo[3,2-c]quinolin-1-yl)-2-azabicyclo[2.1.1]hexane-2-carboxylic acid tert-butyl ester C(C)(C)(C)OC(=O)N1[C@H]2[C@H]([C@@H](C1)C2)N2C(=CC=1C(=NC=3C(=C(C(=CC3C12)C)Br)F)SC)[C@@H]1N(CCC1)C(C)=O